tert-Butyl methyl(2-((5-(3'-methyl-2'-oxo-2',3'-dihydrospiro[cyclobutane-1,1'-pyrrolo[2,3-c]quinolin]-8'-yl)-3-(methylsulfonamido)pyridin-2-yl)oxy)ethyl)carbamate CN(C(OC(C)(C)C)=O)CCOC1=NC=C(C=C1NS(=O)(=O)C)C1=CC=2C3=C(C=NC2C=C1)N(C(C31CCC1)=O)C